(S)-(+)-3-(1-naphthyloxy)-1-phenyl-1-propanol C1(=CC=CC2=CC=CC=C12)OCC[C@H](O)C1=CC=CC=C1